ClC1=CC(=CC(=N1)C1(CC1)NC(C[C@](C)(O)C1=C(C=C(C=C1)F)F)=O)NCC(F)(F)F (S)-N-(1-(6-chloro-4-((2,2,2-trifluoroethyl)amino)pyridin-2-yl)cyclopropyl)-3-(2,4-difluorophenyl)-3-hydroxybutanamide